2,5-di(aminomethyl)furan-13C NC[13C]=1OC(=CC1)CN